C1(=CC(=CC=C1)S(=O)(=O)F)S(=O)(=O)F benzene-1,3-disulfonyl fluoride